(3-(2-Fluoro-4-(trifluoromethyl)phenyl)-7-hydroxyquinolin-4-yl)(4-fluorophenyl)methanone FC1=C(C=CC(=C1)C(F)(F)F)C=1C=NC2=CC(=CC=C2C1C(=O)C1=CC=C(C=C1)F)O